(R)-7-fluoro-2,3-dihydro-1H-inden-1-amine FC=1C=CC=C2CC[C@H](C12)N